S(=O)(=O)([O-])[O-].C(=C)C1=C(C=CC=C1)[P+](C1=CC=CC=C1)(C1=CC=CC=C1)CC1=CC=CC=C1.C(=C)C1=C(C=CC=C1)[P+](CC1=CC=CC=C1)(C1=CC=CC=C1)C1=CC=CC=C1 Vinylbenzyltriphenylphosphonium Sulfate